C(C)(C)C=1C=C(C=CC1OC1=NC=NC=2NC(CNC12)=O)N1C(N(CC1=O)C1=CC(=CC=C1)C(F)(F)F)=O 3-{3-isopropyl-4-[(7-oxo-5,6,7,8-tetrahydro-4-pteridinyl)oxy]phenyl}-1-[3-(trifluoromethyl)phenyl]-2,4-imidazolidinedione